FC(C1=CC=C(OC2=CC=CC=3C(COC32)NC(C=C)=O)C=C1)(F)F N-[7-{4-(trifluoromethyl)phenoxy}-2,3-dihydrobenzofuran-3-yl]acrylamide